(1r,3r)-3-(2-(trifluoromethyl)pyrrolidin-1-yl)cyclobutan-1-ol FC(C1N(CCC1)C1CC(C1)O)(F)F